3-mercaptoisobutyric acid SCC(C(=O)O)C